Trin-butyl-monon-butoxysilan C(CCC)[Si](OCCCC)(CCCC)CCCC